N[C@H](C1=NC2=C(N1)C=CC(=C2F)C(C(=O)OC(C)(C)C)CC(F)(F)F)C2CCC(CC2)(F)F tert-Butyl 2-{2-[(S)-amino(4,4-difluorocyclohexyl)methyl]-4-fluoro-1H-benzimidazol-5-yl}-4,4,4-trifluorobutanoate